FC(C=1C(=C(C=CC1)[C@@H](C)NC1=NC(=NC2=C3C(=C(C=C12)C1CCC(CC1)C(=O)O)OCC3)C)F)F (1R,4s)-4-(4-(((R)-1-(3-(difluoromethyl)-2-fluorophenyl)ethyl)amino)-2-methyl-8,9-dihydrofuro[2,3-h]quinazolin-6-yl)cyclohexane-1-carboxylic acid